(6,7-dihydro-5H-cyclopenta[b]pyridin-5-yl)acetic acid N1=C2C(=CC=C1)C(CC2)CC(=O)O